ClCCN1C(N=C2C=CC=CC2=C1)C1=CC=CC=C1 3-(2-chloroethyl)-2-phenylquinazoline